ClC=1C=C(C=CC1C(F)(F)F)NS(=O)(=O)C1=C(NC(=C1C(=O)N1CC(C(C1)(F)F)(F)F)C)C N-(3-chloro-4-(trifluoromethyl)phenyl)-2,5-dimethyl-4-(3,3,4,4-tetrafluoropyrrolidine-1-carbonyl)-1H-pyrrole-3-sulfonamide